CNC(C1=CC(=CC=C1)CN1C=CC=2C=C(C=NC2C1=O)C=1C(=NOC1)C)=O n-methyl-3-((3-(3-methylisoxazol-4-yl)-8-oxo-1,7-naphthyridin-7(8H)-yl)methyl)benzamide